(R)-N-(3-chloro-2-fluorobenzyl)-2-(1-hydroxy-3-methylbutan-2-ylamino)acetamide ClC=1C(=C(CNC(CN[C@@H](CO)C(C)C)=O)C=CC1)F